trans-isopropyl 4-hydroxytetrahydro-2H-pyran-2-carboxylate O[C@H]1C[C@@H](OCC1)C(=O)OC(C)C